C1(CC1)C=1C=CC=NC1 5-cyclopropylpyridin